(1s,4s)-4-((4-((3-fluoro-1H-indazol-5-yl)ethynyl)-[2,4'-bipyrimidin]-2'-yl)amino)cyclohexanol FC1=NNC2=CC=C(C=C12)C#CC1=NC(=NC=C1)C1=NC(=NC=C1)NC1CCC(CC1)O